C(C)OC(=O)C=1C=NN(C1)CC1=CC=C(C=C1)C(F)(F)F 1-(4-(trifluoromethyl)benzyl)-1H-pyrazole-4-carboxylic acid ethyl ester